Monoisohexadecylether C(CCCCCCCCCCCCC(C)C)OCCCCCCCCCCCCCC(C)C